N-methyl-N-(diphenylmethyl)cyclohexylamine CN(C(C1=CC=CC=C1)C1=CC=CC=C1)C1CCCCC1